(S)-3-(5-(4-((1-(4-(7-isopropyl-3,8,9,10-tetrahydrocyclohepta[e]indazol-6-yl)phenyl)piperidin-4-yl)methyl)piperazin-1-yl)-1-oxoisoindolin-2-yl)piperidine-2,6-dione C(C)(C)C1=C(C2=C(C=3C=NNC3C=C2)CCC1)C1=CC=C(C=C1)N1CCC(CC1)CN1CCN(CC1)C=1C=C2CN(C(C2=CC1)=O)[C@@H]1C(NC(CC1)=O)=O